[K].C(CC=C)[N+]1=C(C(C2=CC(=CC=C12)S(=O)(=O)[O-])(C)C)C 1-(but-3-en-1-yl)-2,3,3-trimethyl-3H-indol-1-ium-5-sulfonate potassium salt